NCCC(C)O[Si](OCC)(C)CCCN aminoethyl-aminopropyl-methyldiethoxysilane